CC=1C2=C(NC(C1C1=NN([C@@H](C1)C1=CSC=C1)C(CC)=O)=O)SC=C2 (S)-4-methyl-5-(1-propionyl-5-(thiophen-3-yl)-4,5-dihydro-1H-pyrazol-3-yl)thieno[2,3-b]pyridin-6(7H)-one